FC1=C(C(=O)OC)C(=CC(=C1)C=C)F methyl 2,6-difluoro-4-vinylbenzoate